N-(2-(1-(4-ethoxy-5-methoxypyridin-2-yl)-2-(methylsulfonyl)ethyl)-1,3-dioxoisoindolin-4-yl)acetamide SILYL-OXALATE [SiH3]OC(C(=O)O)=O.C(C)OC1=CC(=NC=C1OC)C(CS(=O)(=O)C)N1C(C2=CC=CC(=C2C1=O)NC(C)=O)=O